C(C)(C)(C)C=1C=C(C=CC1O)C(C)(C)C1=CC=C(C=C1)C(CC1=CC(=C(C=C1)O)C(C)(C)C)C1=CC(=C(C=C1)O)C(C)(C)C 4,4'-[1-{4-[1-(3-tert-butyl-4-hydroxyphenyl)-1-methylethyl]phenyl}ethylene]bis(2-tert-butylphenol)